FC1CN(CCCC1O)C(=O)OC(C)(C)C tert-butyl 3-fluoro-4-hydroxyazepane-1-carboxylate